NCCN1N=C(C=C1C(=O)O)Br (2-aminoethyl)-3-bromo-1H-pyrazole-5-carboxylic acid